6-(5-(7-Ethyl-7H-imidazo[4,5-c]pyridazin-4-yl)-2-fluorophenyl)-5-methoxy-2-methylbenzo[d]oxazole C(C)N1C=NC2=C1N=NC=C2C=2C=CC(=C(C2)C2=CC1=C(N=C(O1)C)C=C2OC)F